C(=O)(O)CC=1C=CC(=C(OCCOCCNC2=CC(=C(C(=O)O)C=C2)CO)C1)F 4-(2-(2-(5-(carboxymethyl)-2-fluorophenoxy)ethoxy)ethylamino)-2-(hydroxymethyl)benzoic acid